5,8-dihydroxy-2-[(1S)-1-hydroxy-4-methylpent-3-enyl]naphthalene-1,4-dione OC1=C2C(C=C(C(C2=C(C=C1)O)=O)[C@H](CC=C(C)C)O)=O